FC(OC1=CC(=C(C=N1)OCC(C#N)(C)C)C1=CC=2N(C=C1)N=C(C2)NC2=NC=C(N=C2)C)F 3-[[6-(difluoromethoxy)-4-[2-[(5-methylpyrazin-2-yl)amino]pyrazolo[1,5-a]pyridin-5-yl]-3-pyridyl]oxy]-2,2-dimethyl-propanenitrile